4-(1-oxo-2-propenyl)-morpholine O=C(C=C)N1CCOCC1